(2S,4R)-1-(2-(5-(2-(2,5,8,11,14-pentaoxahexadecan-16-yloxy)pyrimidin-5-yl)-3-acetyl-1H-indazol-1-yl)acetyl)-N-(6-bromopyridin-2-yl)-4-fluoropyrrolidine-2-carboxamide COCCOCCOCCOCCOCCOC1=NC=C(C=N1)C=1C=C2C(=NN(C2=CC1)CC(=O)N1[C@@H](C[C@H](C1)F)C(=O)NC1=NC(=CC=C1)Br)C(C)=O